nickel-copper-cerium dioxide [O-2].[O-2].[Ce+3].[Cu+2].[Ni+2]